C(C)(C)(C)C1=CC=C(C(=C1OC)C(C)(C)C)C1=C2C=C(CC2=CC=C1)C 4-(4'-(tert-butyl)-6-tert-butyl-5-methoxy-phenyl)-2-methyl-indene